CO[Si]1(N(CCC1)CCC[Si](OC)(OC)OC)C 2-methoxy-2-methyl-N-(trimethoxysilylpropyl)-1-aza-2-silacyclopentane